C(N1C(=NC=C1C(O)[2H])[N+](=O)[O-])([2H])([2H])[2H] (1-methyl-d3-2-nitro-1H-imidazol-5-yl)methane-d-ol